BrC=1C=NN(C1)C1CC(C1)(F)F 4-bromo-1-(3,3-difluorocyclobutyl)-1H-pyrazole